C1=CC=CC=2C3=CC=CC=C3C(C12)COC(=O)N[C@@H](CC1=CC=CC=C1)C(=O)OC[C@H]1O[C@H]([C@@H]([C@@H]1O)O)N1N=CC(NC1=O)=O ((2r,3s,4r,5r)-5-(3,5-dioxo-4,5-dihydro-1,2,4-triazin-2(3H)-yl)-3,4-dihydroxytetrahydrofuran-2-yl)methyl (((9H-fluoren-9-yl)methoxy)carbonyl)-L-phenylalaninate